BrC1=C(C(=O)O)C=C(C(=C1)N1CCC2(CC(C2)=O)CC1)F 2-bromo-5-fluoro-4-{2-oxo-7-azaspiro[3.5]nonan-7-yl}benzoic acid